α,α-diphenethyl-δ-caprolactone C(CC1=CC=CC=C1)C1(C(=O)OC(CC1)C)CCC1=CC=CC=C1